FC1(CC(C1)COC1=C(C=CC(=C1F)F)[C@@H]1[C@@H](O[C@@]([C@@H]1C)(C(F)(F)F)C)C(=O)NC1=CC(=NC=C1)C(=O)N)F 4-[[(2R,3R,4R,5S)-3-[2-[(3,3-difluorocyclobutyl)methoxy]-3,4-difluoro-phenyl]-4,5-dimethyl-5-(trifluoromethyl)tetrahydrofuran-2-carbonyl]amino]pyridine-2-carboxamide